7-(cyclopentylamino)-2-(((1-(2,2-difluoroethyl)piperidin-4-yl)thio)methyl)quinazolin C1(CCCC1)NC1=CC=C2C=NC(=NC2=C1)CSC1CCN(CC1)CC(F)F